C1(=C(C(=C(C=2C3=C(C(=NN=C3C3=NN=NN=C3C12)C#N)C#N)C#N)C#N)C#N)C#N hexa-azatriphenylene-hexanitrile